CN1CCC12CN(CC2)C2NC(CCC2)[N+](=O)[O-] 1-methyl-6-(6-nitropiperidin-2-yl)-1,6-diazaspiro[3.4]octane